Methyl 2-methyl-5-((4-(pyridin-3-yl)thiazol-2-yl)amino)benzoate CC1=C(C(=O)OC)C=C(C=C1)NC=1SC=C(N1)C=1C=NC=CC1